O[C@@H]1CC2=CC([C@H]3[C@@H]4CCC([C@@]4(C)CC[C@@H]3[C@]2(CC1)C)=O)=O 3β-hydroxy-androst-5-ene-7,17-dione